O=C1N(C(CN1C1=CC=C(C=C1)C(F)(F)F)=O)CCC1=CC(=C(OC(C(=O)O)(C)C)C(=C1)C)C 2-(4-(2-(2,5-Dioxo-3-(4-(trifluoromethyl)phenyl)imidazolidin-1-yl)ethyl)-2,6-dimethylphenoxy)-2-methylpropionic acid